(5-methyl-2,4-dioxo-3,4-dihydropyrimidin-1(2H)-yl)tetrahydrofuran-3-yl benzoate C(C1=CC=CC=C1)(=O)OC1C(OCC1)N1C(NC(C(=C1)C)=O)=O